(S)-1-((5-chloro-3-fluoro-2-methoxypyridin-4-yl)methyl)-3,4-dimethyl-2-oxo-N-(2,4,6-trifluorobenzyl)-1,2,3,4-tetrahydro-quinazoline-7-carboxamide ClC=1C(=C(C(=NC1)OC)F)CN1C(N([C@H](C2=CC=C(C=C12)C(=O)NCC1=C(C=C(C=C1F)F)F)C)C)=O